3-acetoxy-4-bromo-1-(5-(isopropylsulfanyl)-4-(4-(trifluoromethyl)phenyl)thiazol-2-yl)-1H-pyrazole-5-carboxylic acid methyl ester COC(=O)C1=C(C(=NN1C=1SC(=C(N1)C1=CC=C(C=C1)C(F)(F)F)SC(C)C)OC(C)=O)Br